N-((6-((3R,5S)-3,5-dimethylpiperazin-1-yl)pyridin-2-yl)methyl)-5-(tetrahydro-2H-pyran-4-yl)pyrrolo[2,1-f][1,2,4]triazin-4-amine C[C@@H]1CN(C[C@@H](N1)C)C1=CC=CC(=N1)CNC1=NC=NN2C1=C(C=C2)C2CCOCC2